(2S)-6-amino-2-[3-(2-{[(4-tert-butylphenyl)formamido]methyl}-3H-imidazol-4-yl)azetidine-1-carbonylamino]hexanoic acid NCCCC[C@@H](C(=O)O)NC(=O)N1CC(C1)C=1NC(=NC1)CNC(=O)C1=CC=C(C=C1)C(C)(C)C